ClC1=C(C(=CC(=C1)F)C)S(=O)(=O)N(C1=NC=NC=C1)CC1=C(C=C(C=C1)OC)OC 2-chloro-N-(2,4-dimethoxybenzyl)-4-fluoro-6-methyl-N-(pyrimidin-4-yl)benzene-sulfonamide